1,8-diazabicyclo[4.3.0]-5-nonenylium formate C(=O)[O-].[NH+]12CCCC=C2CNC1